BrC1=CC=2N=CN=CC2N=C1 7-bromopyrido[3,2-d]pyrimidin